ClC1=NC(=CC(=C1)C=1C(=NN2C1N=C(C=C2)N[C@H]2[C@H](CC2)O)C=2C=C(C#N)C=CC2)C 3-[3-(2-chloro-6-methyl-4-pyridinyl)-5-[[(1r,2s)-2-hydroxycyclobutyl]amino]pyrazolo[1,5-a]pyrimidin-2-yl]benzonitrile